(1-cyanocyclobutyl)-3-[(2R)-2-[(1R)-1-hydroxyethyl]-2-methyl-pyrrolidine-1-carbonyl]-8-methoxy-1-(2-thienyl)-5,6-dihydropyrrolo[2,1-a]isoquinoline-9-carboxamide C(#N)C1(CCC1)C=1C(=C2N(CCC3=CC(=C(C=C23)C(=O)N)OC)C1C(=O)N1[C@@](CCC1)(C)[C@@H](C)O)C=1SC=CC1